{(2S)-1-[(4-{[2-amino-7-chloro-4-(pentylamino)-5H-pyrrolo[3,2-d]pyrimidin-5-yl]methyl}-3-methoxyphenyl)methyl]pyrrolidin-2-yl}methyl tert-butyl ethane-1,2-diylbiscarbamate C(CNC(OC(C)(C)C)=O)NC(OC[C@H]1N(CCC1)CC1=CC(=C(C=C1)CN1C=C(C=2N=C(N=C(C21)NCCCCC)N)Cl)OC)=O